[N].C(C1=CC=CC=C1)OC1=NC=C(C(=C1)[N+](=O)[O-])C 2-benzyloxy-4-nitro-5-methylpyridine nitrogen